6-azaspiro[2.5]octane-1-carboxylic acid trifluoroacetate FC(C(=O)O)(F)F.C1(CC12CCNCC2)C(=O)O